(S)-2-(2,6-dichloro-3-(2-m-tolylacetamido)benzamido)-3-(3-((R)-2,3-dihydro-1H-inden-1-yl)ureido)propanoic acid ClC1=C(C(=O)N[C@H](C(=O)O)CNC(=O)N[C@@H]2CCC3=CC=CC=C23)C(=CC=C1NC(CC=1C=C(C=CC1)C)=O)Cl